C1(=CC=CC=C1)S(=O)(=O)N1C=C(C2=CC=CC=C12)C=O N-phenylsulfonyl-3-formyl-indole